C(C)(C)(C)OC(=O)N1[C@@]([C@H](CC1)[C@@]([C@H](CCC)C(CCC#C)=O)(C)OC)(\C=C/C)C#N (2R)-((1R)-(4-pentynoyl)-(2S)-methoxy-(2S)-methylpentyl)-(5R)-cyano-(3S)-Z-propenylpyrrolidine-1-carboxylic acid tert-butyl ester